C1N(CCC2=CC=CC=C12)CC(CNC(=O)C=1C=C2CN(CC2=CC1)C(C1=CC=C(C=C1)N(C)C)=O)O N-(3-(3,4-dihydroisoquinolin-2(1H)-yl)-2-hydroxypropyl)-2-(4-(dimethylamino)benzoyl)isoindoline-5-carboxamide